BrC1=CC=C2C(=C1Br)OCC[C@]21N=C2N(C=C(C=C2OC(F)F)C(F)(F)F)C1 (S)-7,8-dibromo-8'-(difluoromethoxy)-6'-(trifluoromethyl)-3'H-spiro[chromane-4,2'-imidazo[1,2-a]pyridine]